N1=CC=C(C=C1)NN1N=CC2=CC=CC=C12 (pyridin-4-ylamino)-1H-indazol